phenethyl-2-oxazoline C(CC1=CC=CC=C1)C=1OCCN1